FC(C1=NN=C(O1)C1=CC(=C(CN2C(N(C3=C2C=C(C(=C3)C=3OC(=CC3)C)F)C)=O)C=C1)F)F 1-(4-(5-(difluoromethyl)-1,3,4-oxadiazol-2-yl)-2-fluorobenzyl)-6-fluoro-3-methyl-5-(5-methylfuran-2-yl)-1,3-dihydro-2H-benzo[d]imidazol-2-one